[Ag].[In].[Bi].[Pb].[Sn] tin-lead-bismuth-indium-silver